4-((4-(4-(Trifluoromethyl)piperidin-1-yl)phenyl)amino)cyclohexane-1-carboxylic acid methyl ester COC(=O)C1CCC(CC1)NC1=CC=C(C=C1)N1CCC(CC1)C(F)(F)F